N-(4-((2-chloro-3-fluorobenzyl)oxy)phenyl)piperidine-1-sulfonamide ClC1=C(COC2=CC=C(C=C2)NS(=O)(=O)N2CCCCC2)C=CC=C1F